1,8-diazabicyclo[5.4.0]undec-7-ene zinc chloride [Cl-].[Zn+2].N12CCCCCC2=NCCC1.[Cl-]